(S)-2-bromo-4-(3-((tert-butyldimethylsilyl)oxy)piperidin-1-yl)pyridine BrC1=NC=CC(=C1)N1C[C@H](CCC1)O[Si](C)(C)C(C)(C)C